Cis-3-amino-2-(biphenyl-3-ylmethyl)piperidine-1-carboxylic acid tert-butyl ester C(C)(C)(C)OC(=O)N1[C@H]([C@H](CCC1)N)CC=1C=C(C=CC1)C1=CC=CC=C1